C(C)(C)(C)OC(=O)NCCOC1=CC=C(C=C1)NC(=O)C1=CC=C(S1)C=1CCN(CC1)C(=O)OC(C)(C)C tert-butyl 4-(5-((4-(2-((tert-butoxycarbonyl)amino)ethoxy)phenyl) carbamoyl)thiophen-2-yl)-3,6-dihydropyridine-1(2H)-carboxylate